tert-butyl (S)-5-cyclopropyl-4-((2,2-difluoro-6-(6-(methoxycarbonyl)pyridin-3-yl)-7-azaspiro[3.5]nonan-7-yl)methyl)-7-methyl-1H-indole-1-carboxylate C1(CC1)C=1C(=C2C=CN(C2=C(C1)C)C(=O)OC(C)(C)C)CN1[C@@H](CC2(CC(C2)(F)F)CC1)C=1C=NC(=CC1)C(=O)OC